C(C1=CC=CC=C1)OC[C@H](CF)O (R)-1-(benzyloxy)-3-fluoropropane-2-ol